3-(4-bromo-2-thienyl)-propionic acid BrC=1C=C(SC1)CCC(=O)O